O1C(C1)CC1=CC=CC=2C3=CC=CC=C3NC12 (Oxiran-2-ylmethyl)-9H-carbazole